CN1N=C(C=C1C1=CN=C(CC1)OC)C 3-(1,3-dimethyl-1H-pyrazol-5-yl)-6-methoxy-5H-pyridine